C(C#CC)(=O)N1[C@@H](C[C@H](CC1)N1N=NC=2C(=NC=3C(=C(C(=CC3C21)C)C2=C(C(=CC=C2)C)C)F)N2CC(C2)N(C)C)CC#N ((2S,4S)-1-(but-2-ynoyl)-4-(4-(3-(dimethylamino)azetidin-1-yl)-7-(2,3-dimethylphenyl)-6-fluoro-8-methyl-1H-[1,2,3]triazolo[4,5-c]quinolin-1-yl)piperidin-2-yl)acetonitrile